COC(=O)C1=CC=CC=N1 6-(methoxycarbonyl)pyridin